FC(C(=O)O)(F)F.FC(N1C=2C=3C=CN=C(CCCCC(C(NC2C=N1)=O)C)C3)F 3-(difluoromethyl)-9-methyl-3,4,7,15-tetraazatricyclo[12.3.1.02,6]Octadeca-1(18),2(6),4,14,16-penta-en-8-one trifluoroacetate salt